2,4,6-(TRIMETHYL)PYRIMIDINE-5-BORONIC ACID B(C1=C(N=C(N=C1C)C)C)(O)O